N-(3-cyano-6-(2-oxo-2-((4,5,6,7-tetrahydrobenzo[b]thiophen-2-yl)amino)ethyl)-4,5,6,7-tetrahydrothieno[2,3-c]pyridin-2-yl)-1-naphthamide C(#N)C1=C(SC=2CN(CCC21)CC(NC2=CC1=C(S2)CCCC1)=O)NC(=O)C1=CC=CC2=CC=CC=C12